C(C)CC(CC(=O)[O-])=O.C(C)CC(CC(=O)[O-])=O.C(CC)O[Ti+2]OCCC dipropoxytitanium bis(ethylacetoacetate)